FC1=C(C=C(C=C1)CC1=NNC(C2=CC=CC=C12)=O)C(=O)N1CCN(CC1)C(CN1CCC(CC1)OC1CCN(CC1)C(C1=C(C=C(C=C1C)C1=CC=CC=C1)F)=O)=O 4-[[4-fluoro-3-[4-[2-[4-[[1-(2-fluoro-6-methyl-4-phenyl-benzoyl)-4-piperidyl]oxy]-1-piperidyl]acetyl]piperazine-1-carbonyl]phenyl]methyl]-2H-phthalazin-1-one